C(C)N1C(=NC=2C1=NC=C(C2)C#C[Si](C)(C)C)C 3-ethyl-2-methyl-6-[2-(trimethylsilyl)ethynyl]imidazo[4,5-b]pyridine